6-[4,4-dimethyl-6-(p-tolylsulfonyloxy)hexanoyl]oxy-4,4-dimethyl-hexanoate CC(CCC(=O)OCCC(CCC(=O)[O-])(C)C)(CCOS(=O)(=O)C1=CC=C(C=C1)C)C